NC1CCN(CC1)C=1N(C(C(=C(N1)C1=CC(=C(C#N)C=C1)F)C1=CC(=C(C=C1)OC)F)=O)C 4-[2-(4-Amino-piperidin-1-yl)-5-(3-fluoro-4-methoxyphenyl)-1-methyl-6-oxo-1,6-dihydropyrimidin-4-yl]-2-fluorobenzonitril